FC1=CC=C(C=C1)C=1N=C(C2=C(N1)CN(CC2)C(C=C)=O)C2=NN(C=C2)C 1-(2-(4-fluorophenyl)-4-(1-methyl-1H-pyrazol-3-yl)-5,8-dihydropyrido[3,4-d]pyrimidin-7(6H)-yl)prop-2-en-1-one